1-(4-(tert-butyl) phenyl) ethylene Ethyl (2-amino-3-fluoro-4-((4-(trifluoromethyl)benzyl)amino)phenyl)carbamate NC1=C(C=CC(=C1F)NCC1=CC=C(C=C1)C(F)(F)F)NC(OCC)=O.C(C)(C)(C)C1=CC=C(C=C1)C=C